5-((1-(tert-butyl)-3-((1s,4s)-4-((tert-butyldiphenylsilyl)oxy)cyclohexyl)-1H-pyrazol-5-yl)amino)-1,3-dihydrobenzo[c]thiophene 2,2-dioxide C(C)(C)(C)N1N=C(C=C1NC1=CC2=C(CS(C2)(=O)=O)C=C1)C1CCC(CC1)O[Si](C1=CC=CC=C1)(C1=CC=CC=C1)C(C)(C)C